6-(4-fluorophenyl)-N-[(3-methylisoxazol-5-yl)methyl]pyrido[2,3-d]pyrimidin-4-amine FC1=CC=C(C=C1)C1=CC2=C(N=CN=C2NCC2=CC(=NO2)C)N=C1